(benzyl-(1,3-dioxoisoindolin-2-yl)carbamoyl)-L-asparaginic acid tert-butyl ester C(C)(C)(C)OC([C@@H](NC(N(N1C(C2=CC=CC=C2C1=O)=O)CC1=CC=CC=C1)=O)CC(N)=O)=O